FC1=C(C(=C(C(=C1F)F)F)OCC1COC1)S(=O)(=O)N(CC#C)C1=CC(=C(C=C1)OC)F 2,3,4,5-tetrafluoro-N-(3-fluoro-4-methoxyphenyl)-6-(oxetane-3-ylmethoxy)-N-(prop-2-yn-1-yl)benzenesulfonamide